tert-butyl (2S)-2-(aminomethyl)-4-[6-amino-3-phenoxy-2-(trifluoromethyl)phenyl]piperazine-1-carboxylate NC[C@@H]1N(CCN(C1)C1=C(C(=CC=C1N)OC1=CC=CC=C1)C(F)(F)F)C(=O)OC(C)(C)C